FC1=C(C=CC=C1)NC=1N=C2C(=NC1NC1=CC=C(C=C1)OC(F)(F)F)NC(=N2)C(F)(F)F N5-(2-fluorophenyl)-N6-(4-(trifluoromethoxy)phenyl)-2-(trifluoromethyl)-1H-imidazo[4,5-b]pyrazine-5,6-diamine